C(#N)C1=CC=C(C=C1C1=CC=C(C=C1)CN1C(=NC2=C1C(=CC=C2)C(=O)OC)OCC)C2=CC=C(C=C2)C(N(C)C)=O methyl 1-((6'-cyano-4''-(dimethylcarbamoyl)-[1,1':3',1''-terphenyl]-4-yl)methyl)-2-ethoxy-1H-benzo[d]imidazole-7-carboxylate